potassium 3,4-dihydroxybenzoate OC=1C=C(C(=O)[O-])C=CC1O.[K+]